N-(4'-(6-chloroquinoxalin-2-yl)-[1,1'-biphenyl]-4-yl)-2,2,2-trifluoroacetamide ClC=1C=C2N=CC(=NC2=CC1)C1=CC=C(C=C1)C1=CC=C(C=C1)NC(C(F)(F)F)=O